(1S,3S)-3-((6-(5-(hydroxymethyl)-1-methyl-1H-1,2,3-triazol-4-yl)-2-(Oxetan-3-yl)pyridin-3-yl)oxy)cyclohexane-1-carboxylic acid methyl ester COC(=O)[C@@H]1C[C@H](CCC1)OC=1C(=NC(=CC1)C=1N=NN(C1CO)C)C1COC1